3-methyl-N-(4-(methylsulfonyl)phenyl)-1H-pyrazolo[3,4-d]pyrimidin-6-amine CC1=NNC2=NC(=NC=C21)NC2=CC=C(C=C2)S(=O)(=O)C